bromo-5-fluoro-2,3-xylene BrC1=C(C(=CC(=C1)F)C)C